BrC1=CC=C(C2=CC=CC=C12)CN1C(=NC2=NC=CC=C21)SC(C(=O)O)(C)C 2-({1-[(4-bromonaphthalen-1-yl)methyl]imidazo[5,4-b]pyridin-2-yl}thio)-2-methylpropanoic acid